FC(CN(C1=CC(=NC=C1)CC(C#C)(O)C)C1=NC=2N(C3=CC=CC(=C13)F)C=NN2)F (4-((2,2-difluoroethyl)(6-fluoro-[1,2,4]triazolo[4,3-a]quinazolin-5-yl)amino)pyridin-2-yl)-2-methylbut-3-yn-2-ol